FC1(CCN(CC1)C(=O)[O-])F 4,4-difluoropiperidine-1-carboxylate